tri-n-nonylzirconium monohydroxide [OH-].C(CCCCCCCC)[Zr+](CCCCCCCCC)CCCCCCCCC